FC(C(=O)O)(F)F.OC(C(=O)N1CCC2(C=3C=CC(=NC3CCC21)C(C(F)(F)F)(C(F)(F)F)F)S(=O)(=O)C2=CC=CC=C2)(C)C 2-hydroxy-2-methyl-1-(7-(perfluoroprop-2-yl)-9b-(phenylsulfonyl)-1,2,3a,4,5,9b-hexahydro-3H-pyrrolo[3,2-f]quinolin-3-yl)propan-1-one trifluoroacetate